N1C(C(C2=CC=CC=C12)CC(=O)O)=O 2-(2-oxindole-3-Yl)Acetic Acid